tert-butyl 4-(4-bromobenzyl)-3-oxopiperazine-1-carboxylate BrC1=CC=C(CN2C(CN(CC2)C(=O)OC(C)(C)C)=O)C=C1